C1(=CC=C(C=C1)OC1=C2C(OC(C2=CC=C1)=O)=O)OC1=C2C(OC(C2=CC=C1)=O)=O 1,4-phenylenebis(oxy)bis(isobenzofuran-1,3-dione)